C(#N)C1=CC(=C(COC2=CC=CC(=N2)N2CC3=C(C2)CN(C3)C(=O)OC(C)(C)C)C=C1)F tert-butyl 5-(6-((4-cyano-2-fluorobenzyl)oxy)pyridin-2-yl)-3,4,5,6-tetrahydropyrrolo[3,4-c]pyrrole-2(1H)-carboxylate